ClC1=CC=C(C(=N1)C(=O)O)NC(C)C1=CC(=CC=2C=3N(C(=NC12)N1CCC(CC1)(F)F)C=C(N3)Cl)F 6-chloro-3-((1-(2-chloro-5-(4,4-difluoropiperidin-1-yl)-9-fluoroimidazo[1,2-c]quinazolin-7-yl)ethyl)amino)picolinic acid